ethyl N-[(1-{4-[4-({[3-(trifluoromethoxy)phenyl]methyl} carbamoyl)-1H-1,2,3-triazol-1-yl]butyl}-1H-1,2,3-triazol-4-yl)methyl]carbamate FC(OC=1C=C(C=CC1)CNC(=O)C=1N=NN(C1)CCCCN1N=NC(=C1)CNC(OCC)=O)(F)F